C(=O)C=1C(=C(C=NC1)OCCN1CCN(CC1)C(=O)OC(C)(C)C)C tert-butyl 4-(2-((5-formyl-4-methylpyridin-3-yl)oxy)ethyl)piperazine-1-carboxylate